FC(CC(F)F)F 1,1,3,3-tetrafluoropropan